6-fluoro-4-oxo-7-[(2R)-2-(phenoxymethyl)pyrrolidin-1-yl]-1-phenylquinoline-3-carboxylic acid FC=1C=C2C(C(=CN(C2=CC1N1[C@H](CCC1)COC1=CC=CC=C1)C1=CC=CC=C1)C(=O)O)=O